(4-amino-7-fluoro-3-methylimidazo[1,5-a]quinoxalin-8-yl)((3S,4aS,9bS)-3-fluoro-7-(trifluoromethyl)-3,4,4a,9b-tetrahydrobenzofuro[3,2-b]pyridin-1(2H)-yl)methanone NC=1C=2N(C3=CC(=C(C=C3N1)F)C(=O)N1[C@@H]3[C@H](C[C@@H](C1)F)OC1=C3C=CC(=C1)C(F)(F)F)C=NC2C